(3,4-difluoro-2-hydroxyphenyl)boronic acid FC=1C(=C(C=CC1F)B(O)O)O